P(=S)(O)(O)O.C1(=CC=CC=C1)C=1C(=CC=CC1)C1=CC=CC=C1 terphenyl thiophosphate